5-((4-(5-(4-fluoro-2-methylphenyl)-5H-pyrrolo[3,2-d]pyrimidin-7-yl)piperidin-1-yl)methyl)-4-methyl-1H-indole-2-carbonitrile FC1=CC(=C(C=C1)N1C=C(C=2N=CN=CC21)C2CCN(CC2)CC=2C(=C1C=C(NC1=CC2)C#N)C)C